BrC=1C=C(C=O)C=C(C1O[Si](C)(C)C(C)(C)C)OC 3-bromo-4-(tert-butyl-dimethyl-silanyloxy)-5-methoxybenzaldehyde